C(CCCC)[SiH](CCCCC)CCCCC triamylsilane